1,2-digadoleoylglycero-3-phospho-glycerol C(CCCCCCC\C=C/CCCCCCCCCC)(=O)OCC(OC(CCCCCCC\C=C/CCCCCCCCCC)=O)COP(=O)(O)OCC(O)CO